C(C)(C)OC(C(CC(CC#N)(C)C)=N[S@@](=O)OC(C)(C)C)=O (S)-2-((tert-Butoxysulfinyl)imino)-5-cyano-4,4-dimethylpentanoic acid isopropyl ester